((4-(2-cyano-1-hydroxyethyl)-7-(4-(trifluoromethoxy)phenyl)-2,3-dihydrobenzofuran-5-yl)methyl)acrylamide C(#N)CC(O)C1=C(C=C(C2=C1CCO2)C2=CC=C(C=C2)OC(F)(F)F)CC(C(=O)N)=C